ClCC(=O)NN1C(N(C2=CC=C(C=C2C1=O)S(NC1(CC1)C)(=O)=O)CC1(CC1)C)=O 2-chloro-N-(1-((1-methylcyclopropyl)methyl)-6-(N-(1-methylcyclopropyl)sulfamoyl)-2,4-dioxo-1,4-dihydroquinazolin-3(2H)-yl)acetamide